C[C@@H]1N(CCC1)C=1C=C2C(=CC=NC2=CC1)C(=O)OC(C)(C)C tert-butyl (S)-6-(2-methylpyrrolidin-1-yl)quinoline-4-carboxylate